6,6-dimethyl-5,6-dihydro-benzo[b]carbazol-11-one CC1(C2=C(C(C=3C4=CC=CC=C4NC13)=O)C=CC=C2)C